tert-butyl (R)-3-((5-(1-methylcyclopropyl)-7-(phenylsulfonyl)-7H-pyrrolo[2,3-d]pyrimidin-4-yl)amino)piperidine-1-carboxylate CC1(CC1)C1=CN(C=2N=CN=C(C21)N[C@H]2CN(CCC2)C(=O)OC(C)(C)C)S(=O)(=O)C2=CC=CC=C2